CN(C1=CC=C(C=C1)N(C1=CC=C(C=O)C=C1)C1=CC=C(C=C1)N(C)C)C 4-(di(4-(dimethylamino)phenyl)amino)benzaldehyde